[N+](=O)([O-])C1=C(C=CC(=C1)N1CCNC2(CC2)C1)NC(C)=O N-(2-nitro-4-(4,7-diazaspiro[2.5]octan-7-yl)phenyl)acetamide